2-[6-(5-chloro-2-{[3-(hydroxymethyl)-oxetan-3-yl]amino}pyrimidin-4-yl)-1-oxo-2,3-dihydro-1H-isoindol-2-yl]-N-[(1R)-1-(3-methoxyphenyl)-ethyl]acetamide ClC=1C(=NC(=NC1)NC1(COC1)CO)C1=CC=C2CN(C(C2=C1)=O)CC(=O)N[C@H](C)C1=CC(=CC=C1)OC